(E)-N-((2-(2,6-dioxopiperidin-3-yl)-1-oxoisoindolin-5-yl)methyl)-3-(3-fluorophenyl)-2-(methoxyimino)propanamide O=C1NC(CCC1N1C(C2=CC=C(C=C2C1)CNC(/C(/CC1=CC(=CC=C1)F)=N/OC)=O)=O)=O